ethyl 2-(3-bromopyrazolo[1,5-a]pyridin-5-yl)-4-(difluoromethyl)thiazole-5-carboxylate BrC=1C=NN2C1C=C(C=C2)C=2SC(=C(N2)C(F)F)C(=O)OCC